ethyl (2r,4r)-8-(5-chloro-3-fluoropyridin-2-yl)-5-(4-chlorobenzyl)-6,9-dioxo-5,8-diazaspiro[3.5]nonane-2-carboxylate ClC=1C=C(C(=NC1)N1CC(N(C2(CC(C2)C(=O)OCC)C1=O)CC1=CC=C(C=C1)Cl)=O)F